CC1CCC(CC1)C(C(COCC)CCC(F)(Cl)Cl)OCC (4-methylcyclohexyl)-2-(3,3-dichloro-3-fluoro-propyl)-1,3-diethoxypropane